C(C=C)(=O)N1CCN(CC1)C1=CC(NC2=CC(=C(C=C12)Cl)C1=C2C=NNC2=CC=C1C)=O 4-(4-acryloylpiperazin-1-yl)-6-chloro-7-(5-methyl-1H-indazol-4-yl)quinolin-2(1H)-one